ClC1=NC=CC(=C1N1C(C2=CC(=C(C=C2[C@@H](C1)C(=C)C)N1N=C(N(C1=O)CC)CO)F)=O)C |o1:15| (S*)-2-(2-Chloro-4-methylpyridin-3-yl)-6-(4-ethyl-3-(hydroxymethyl)-5-oxo-4,5-dihydro-1H-1,2,4-triazol-1-yl)-7-fluoro-4-(prop-1-en-2-yl)-3,4-dihydroisoquinolin-1(2H)-one